C(OCCC1=C(C(NC12CCC(CC2)C)=O)C2=C(C=C(C=C2OC)\C=C\C)Cl)([O-])=O 3-{2-Chloro-6-methoxy-4-[(1E)-prop-1-en-1-yl]phenyl}-8-methyl-2-oxo-1-azaspiro[4.5]dec-3-ene-4-ylethyl carbonate